ClC1=NC=CC(=C1)N1N=CC2=CC=C(C=C12)OC1CCCC=2C=C(C=NC12)C#N 8-((1-(2-Chloropyridin-4-yl)-1H-indazol-6-yl)oxy)-5,6,7,8-tetrahydroquinoline-3-carbonitrile